CC1=C(OC2=C(C=C(C=C2C1=O)C)[C@@H](C)NC=1C(=NC(=CC1)C(F)(F)F)C(=O)O)C1=CC2=CN(N=C2C=C1)C 3-[[(1R)-1-[3,6-Dimethyl-2-(2-methylindazol-5-yl)-4-oxo-chromen-8-yl]ethyl]amino]-6-(trifluoromethyl)pyridine-2-carboxylic acid